CC(C#CC(=O)O)CCCCC.C(O)(O)=O.CC#CCCCCCC METHYL-OCTYNE CARBONATE (methyl-2-nonynoate)